COC(C(C)(C)N=P(=O)OC1=C(C=CC=C1)Cl)=O 2-(chloro(phenoxy)phosphorylamino)-2-methylpropanoic acid methyl ester